2'-chloro-N-(5-(1-(2,2-difluoroethyl)-1H-pyrazole-3-carbonyl)-5,6-dihydro-4H-pyrrolo[3,4-d]thiazol-2-yl)-5'-methoxy-6-methyl-[4,4'-bipyridine]-3-carboxamide ClC1=NC=C(C(=C1)C1=C(C=NC(=C1)C)C(=O)NC=1SC2=C(N1)CN(C2)C(=O)C2=NN(C=C2)CC(F)F)OC